C(C)(C)(C)[Si](C)(C)OC(CC1=C(C=C(C=C1)B1OC(C(O1)(C)C)(C)C)Cl)C tert-butyl-[1-[2-chloro-4-(4,4,5,5-tetramethyl-1,3,2-dioxaborolan-2-yl)phenyl]propan-2-yloxy]-dimethylsilane